BrC=1C2=C(C(NC1)=O)COC2=O 7-bromo-3,5-dihydrofuro[3,4-c]pyridine-1,4-dione